ClC=1C=C(N)C=CC1OCC1=CC=C(C=C1)F 3-chloro-4-((4-fluorobenzyl)oxy)aniline